(1r,4r)-1-Ethyl-4-((5-(8-fluoroimidazo[1,2-a]pyridin-6-yl)-4-methoxypyrrolo[2,1-f][1,2,4]triazin-2-yl)amino)cyclohexan-1-ol C(C)C1(CCC(CC1)NC1=NN2C(C(=N1)OC)=C(C=C2)C=2C=C(C=1N(C2)C=CN1)F)O